FC(C=1C=CC(=NC1)[C@@H](C)N[S@@](=O)C(C)(C)C)F (S)-N-((R)-1-(5-(difluoromethyl)pyridin-2-yl)ethyl)-2-methylpropane-2-sulfinamide